(2R,3S,5R)-5-(6-amino-2-fluoro-9H-purin-9-yl)-2-ethynyl-2-(hydroxymethyl)tetrahydrofuran-3-yl 2-(2-methoxyethoxy)acetate COCCOCC(=O)O[C@@H]1[C@](O[C@H](C1)N1C2=NC(=NC(=C2N=C1)N)F)(CO)C#C